(S)-5-((4-chlorobenzyl)oxy)-2-(6-fluorobenzo[d]oxazol-2-yl)-6-methoxy-1,2,3,4-tetrahydroisoquinoline-3-carboxylic acid methyl ester COC(=O)[C@H]1N(CC2=CC=C(C(=C2C1)OCC1=CC=C(C=C1)Cl)OC)C=1OC2=C(N1)C=CC(=C2)F